(3aR,6aS)-2-methyloctahydropyrrolo[3,4-c]pyrrole CN1C[C@@H]2CNC[C@@H]2C1